ClC1=C(C=CC=C1)S(=O)(=O)OC(C#N)C1=CC=C(C=C1)OC (2-chlorobenzenesulfonyloxy)-4-methoxyphenylacetonitrile